O=C1N(C(N(C12CC2)C=2C=C1COC(C1=CC2)=O)=S)C2=CC(=C(C#N)C=C2)C(F)(F)F 4-(7-oxo-4-(1-oxo-1,3-dihydroisobenzofuran-5-yl)-5-thioxo-4,6-diazaspiro[2.4]hept-6-yl)-2-(trifluoromethyl)benzonitrile